5,6,7,7a-tetrahydro-5-(trityl)thieno[3,2-c]pyridone C(C1=CC=CC=C1)(C1=CC=CC=C1)(C1=CC=CC=C1)N1C=C2C(CC1)S(C=C2)=O